FC(CN1CCC(=CC1)B1OC(C(O1)(C)C)(C)C)F 1-(2,2-difluoroethyl)-4-(4,4,5,5-tetramethyl-1,3,2-dioxaborolan-2-yl)-1,2,3,6-tetrahydropyridine